5-(5-((1S,2R)-2-isopropylcyclopropyl)-6-(propane-1-yn-1-yl)pyridazin-3-yl)pyrimidine-2,4(1H,3H)-dione C(C)(C)[C@@H]1[C@H](C1)C=1C=C(N=NC1C#CC)C=1C(NC(NC1)=O)=O